4-((6-methoxy-5-(methoxycarbonyl)-1,3-benzodiazol-1-yl)methyl)phenyl-boronic acid COC=1C(=CC2=C(N(C=N2)CC2=CC=C(C=C2)B(O)O)C1)C(=O)OC